2-(6-Chloro-1-(cyclopropylmethyl)-1H-pyrrolo[2,3-b]pyridin-2-yl)-3-methylpyrazolo[1,5-a]pyridine-6-carboxylic acid ethyl ester C(C)OC(=O)C=1C=CC=2N(C1)N=C(C2C)C2=CC=1C(=NC(=CC1)Cl)N2CC2CC2